4-(4-Ethoxy-3-fluorophenyl)-5-methyl-N-(1-methyl-1H-pyrazol-4-yl)pyrimidin-2-amine C(C)OC1=C(C=C(C=C1)C1=NC(=NC=C1C)NC=1C=NN(C1)C)F